N1CC(C1)N1CCC(CC1)C1=CC=C(C=C1)NC=1C(=NC=C(N1)N1CCCCC1)C(=O)N 3-((4-(1-(azetidin-3-yl)piperidin-4-yl)phenyl)amino)-5-(piperidin-1-yl)pyrazine-2-carboxamide